3,8-Dibenzyl-1-(ethoxymethyl)-3,8-diazabicyclo[3.2.1]octane C(C1=CC=CC=C1)N1CC2(CCC(C1)N2CC2=CC=CC=C2)COCC